N1(CCC1)CC=1C(=NN(C1)C1=NC=NC=C1)C1CC1 4-(4-(azetidin-1-ylmethyl)-3-cyclopropyl-1H-pyrazol-1-yl)pyrimidine